OCC(CO)(CO)CCC 2-(hydroxymethyl)-2-propyl-propane-1,3-diol